C(C)N1C=C(C(C2=CC(=C(C(=C12)F)N1CC(NCC1)C)F)=O)C(C=CC1=CC=C(C=C1)Br)=O 1-ethyl-6,8-difluoro-7-(3-methylpiperazin-1-yl)-3-(4-bromocinnamoyl)-quinolin-4(1H)-one